ClC1=CC=C(C=C1)NC(NC=1SC2=C(N1)C=CC(=C2)N(C(=O)NC2=CC=C(C=C2)Cl)CCN2C(COCC2)=O)=O {2-[3-(4-chlorophenyl)ureido]benzo[d]thiazol-6-yl}-1-[2-(3-oxomorpholin-4-yl)ethyl]-3-(4-chlorophenyl)urea